rac-N-(1-(tert-butyl)-3-((1S,2R,3S)-2,3-dihydroxycyclopentyl)-1H-pyrazol-5-yl)-3-(methoxymethyl)-1-methyl-1H-pyrazole-5-carboxamide C(C)(C)(C)N1N=C(C=C1NC(=O)C1=CC(=NN1C)COC)[C@H]1[C@H]([C@H](CC1)O)O |r|